C(C)N(C1=CC=C2C=C(C(OC2=C1)=O)C(=O)NN)CC 7-(diethylamino)coumarin-3-carbohydrazide